FC(OC=1C=CC=C2C(=NC=NC12)O)(F)F 8-(trifluoromethoxy)quinazolin-4-ol